[4-[4-(trifluoromethyl)phenyl]sulfonylmorpholin-2-yl]benzothiophene-2-carboxamide FC(C1=CC=C(C=C1)S(=O)(=O)N1CC(OCC1)C1=C(SC2=C1C=CC=C2)C(=O)N)(F)F